O=C1NC(CCC1N1C(C2=CC=C(C=C2C1=O)N1C(C(N(C(C1([2H])[2H])([2H])[2H])CC1CCN(CC1)CCOC1=CC=C(C=C1)C(=C(CC)C1=CC=CC=C1)C1=CC=C(C=C1)O)([2H])[2H])([2H])[2H])=O)=O 2-(2,6-dioxopiperidin-3-yl)-5-(4-((1-(2-(4-(1-(4-hydroxyphenyl)-2-phenylbut-1-en-1-yl)phenoxy)ethyl)piperidin-4-yl)methyl)piperazin-1-yl-2,2,3,3,5,5,6,6-d8)isoindoline-1,3-dione